4-((2-(3-Methoxyphenyl)imidazo[1,2-a]pyridin-3-yl)methyl)-N,N-dimethylaniline COC=1C=C(C=CC1)C=1N=C2N(C=CC=C2)C1CC1=CC=C(N(C)C)C=C1